2-((4-fluorophenyl)ethynyl)-4-nitroaniline FC1=CC=C(C=C1)C#CC1=C(N)C=CC(=C1)[N+](=O)[O-]